[Bi+3].[O-2].[Ce+3].[O-2].[O-2] cerium oxide bismuth